((2-(((Benzyloxy)carbonyl)amino)-2-((2-carboxyethoxy)methyl)propane-1,3-diyl)bis(oxy))dipropionic acid C(C1=CC=CC=C1)OC(=O)NC(COCCC(=O)O)(COCCC(=O)O)COCCC(=O)O